ClC1=C(C=C(C=C1)C1=CSC2=C1C(N(C=C2)CC(=O)N2CC(C2)(C)F)=O)F 3-(4-chloro-3-fluorophenyl)-5-(2-(3-fluoro-3-methylazetidin-1-yl)-2-oxoethyl)thieno[3,2-c]pyridin-4(5H)-one